(5-methyl-2-(tetrahydro-2H-pyran-4-yl) pyridin-3-yl) carbamate C(N)(OC=1C(=NC=C(C1)C)C1CCOCC1)=O